Diethylpyro-carbonat C(C)OC(=O)OC(=O)OCC